NC1=NC=C(C=C1CNCC(=O)OC(C)(C)C)F tert-butyl 2-{[(2-amino-5-fluoropyridin-3-yl)methyl]amino}acetate